C(C)(C)(C)OC(=O)N1CCC(=CC1)C1=NC(=CC=C1)C(C)=O 6-acetyl-3',6'-dihydro-[2,4'-bipyridine]-1'(2'H)-carboxylic acid tert-butyl ester